[Zn].[Sr] strontium-zinc